IC1=CC(=NC(=N1)C)N1CCOCC1 4-(6-iodo-2-methyl-pyrimidin-4-yl)morpholine